O=C(C(=O)OCC)NC(C(F)(F)F)(C)C ethyl 2-oxo-2-((1,1,1-trifluoro-2-methylpropan-2-yl)amino)acetate